COC1=C(C(=NC=2N1N=C(C2C2=CC=CC=C2)C2=CC=CC=C2)NC2=NC=C(C=C2)[N+](=O)[O-])C2=CC=C(C=C2)OC 7-methoxy-6-(4-methoxyphenyl)-N-(5-nitropyridin-2-yl)-2,3-diphenylpyrazolo[1,5-a]pyrimidin-5-amine